OCCN(C(CN)=O)CCO N,N-bis-(2-hydroxyethyl)glycine amide